C(N)(=O)C1C[C@H](CNC1C1=NC=CN=C1NC1=CC=C(C=C1)S(=O)(=O)C)C1N(CC12CNC2)C(=O)N (3R)-1-{5-carbamoyl-6-[(4-methanesulfonylphenyl)aminopyrazine-2-yl]piperidin-3-yl}-2,6-diazaspiro[3.3]heptane-2-carboxamide